chloroborate barium lanthanum [La+3].[Ba+2].B([O-])([O-])Cl